2-(5-chloro-2-phenyltriazolyl)-6-tert-butyl-4-methylphenol ClC=1C(=NN(N1)C1=CC=CC=C1)C1=C(C(=CC(=C1)C)C(C)(C)C)O